C(=CC)C1(CC=CC=C1)OC1(CC=CC=C1)C=CC 1-propenylphenylether